ethyl 5-(benzyloxy)-4,5-dioxopentanoate C(C1=CC=CC=C1)OC(C(CCC(=O)OCC)=O)=O